C[C@@H]1CN(CC=2C=C(C=NC12)N1CCN(CC1)S(=O)(=O)C)C=1C=2N(C(=CC1)C#N)N=CC2 (R)-4-(8-methyl-3-(4-(methylsulfonyl)piperazin-1-yl)-7,8-dihydro-1,6-naphthyridin-6(5H)-yl)pyrazolo[1,5-a]pyridine-7-carbonitrile